(4R)-4-(4,4-diethyl-2-imino-6-oxo-hexahydropyrimidin-1-yl)-N-[(1R,2S)-3,3-difluoro-2-hydroxy-indan-1-yl]chromane-6-carboxamide C(C)C1(NC(N(C(C1)=O)[C@@H]1CCOC2=CC=C(C=C12)C(=O)N[C@H]1[C@@H](C(C2=CC=CC=C12)(F)F)O)=N)CC